10,12-tricosadiynoyl-amide C(CCCCCCCCC#CC#CCCCCCCCCCC)(=O)[NH-]